C(C)(C)(CC(C)(C)C)C=1C=CC2=C(N=C(O2)C2=CC=C(C=C2)N2NC(=CC2C2=CC=C(C=C2)C(C)(C)C)C=CC2=CC=C(C=C2)C(C)(C)C)C1 1-(4-(5-tert-octyl-benzooxazol-2-yl)phenyl)-3-(4-tert-butyl-styryl)-5-(4-tert-butyl-phenyl)-pyrazoline